methyl 7-bromo-5-hydroxyhept-6-ynoate BrC#CC(CCCC(=O)OC)O